NC1=NC(=C2C(=N1)N(N=C2)CC2=C(C=CC=C2F)F)C=2C(=C(C#N)C=CC2)F 3-[6-amino-1-[(2,6-difluorophenyl)methyl]pyrazolo[3,4-d]pyrimidin-4-yl]-2-fluoro-benzonitrile